FC1=CC=C(C=C1)[C@@H]1N(CCC2=CC=CC=C12)C(=O)[C@H]1C[C@H]2[C@@H](N(CCN2S(=O)(=O)C2=CC=C(C)C=C2)C(=O)OC(C)(C)C)CO1 tert-butyl (4aR,7R,8aS)-7-((S)-1-(4-fluorophenyl)-1,2,3,4-tetrahydroisoquinoline-2-carbonyl)-1-tosyloctahydro-4H-pyrano[3,4-b]pyrazine-4-carboxylate